(6aR,9R,10aR)-1-hydroxy-6,6-dimethyl-3-(2-methylheptan-2-yl)-N-(1-(trifluoromethyl)cyclobutyl)-6a,7,8,9,10,10a-hexahydro-6H-benzo[c]chromene-9-carboxamide OC1=C2[C@H]3[C@H](C(OC2=CC(=C1)C(C)(CCCCC)C)(C)C)CC[C@H](C3)C(=O)NC3(CCC3)C(F)(F)F